7-(trifluoromethyl)-1,3-benzodithiolane-4-carboxylic acid FC(C1=CC=C(C2=C1SCS2)C(=O)O)(F)F